1-(2,6-difluorobenzyl)-3-(5-(2,2-difluoroethoxy)pyridin-2-yl)-5-((dimethylamino)methyl)-6-(4-nitrophenyl)thieno[2,3-d]pyrimidine-2,4(1H,3H)-dione FC1=C(CN2C(N(C(C3=C2SC(=C3CN(C)C)C3=CC=C(C=C3)[N+](=O)[O-])=O)C3=NC=C(C=C3)OCC(F)F)=O)C(=CC=C1)F